C(C)(C)(C)OCC ethyl tertbutyl ether